C(C1=CC=CC=C1)OC(=O)NC(C(=O)OC)C1COC1 methyl 2-(((benzyloxy)carbonyl)amino)-2-(oxetan-3-yl)acetate